2-methanesulfonyl-5-(4-fluorobenzyl)-1,3,4-oxadiazole CS(=O)(=O)C=1OC(=NN1)CC1=CC=C(C=C1)F